C(CCCCCCCCCCCCCC)C=1NC2=C(N1)C=CC=C2 2-n-pentadecylbenzimidazole